5-[(2R,5S)-5-Methyl-2-piperidyl]isoindolin-1-one C[C@H]1CC[C@@H](NC1)C=1C=C2CNC(C2=CC1)=O